1-(2-(methoxymethoxy)-4-nitrophenyl)-4-methylpiperazine COCOC1=C(C=CC(=C1)[N+](=O)[O-])N1CCN(CC1)C